5-cyclooctyloxycarbonylamino-3-(1-isopropylpiperidin-4-yl)-1H-indole C1(CCCCCCC1)OC(=O)NC=1C=C2C(=CNC2=CC1)C1CCN(CC1)C(C)C